C(#N)N1C[C@@H](CC1)NC(C1=CC(=CC=C1)S(=O)(=O)N[C@H]1CN(CC1)C#N)=O N-[(3R)-1-cyano-3-pyrrolidinyl]-3-({[(3R)-1-cyano-3-pyrrolidinyl]amino}sulfonyl)benzamide